ethyl 2-(1-(4-(2,6-bis(benzyloxy)pyridin-3-yl)phenyl)piperidin-4-yl)acetate C(C1=CC=CC=C1)OC1=NC(=CC=C1C1=CC=C(C=C1)N1CCC(CC1)CC(=O)OCC)OCC1=CC=CC=C1